((2R,5S)-4-(2-(bis(2,4-dimethoxybenzyl)amino)thiazolo[4,5-c]pyridin-7-yl)-5-methylmorpholin-2-yl)((S)-8-chloro-1-methyl-6-(trifluoromethyl)-3,4-dihydroisoquinolin-2(1H)-yl)methanone COC1=C(CN(C=2SC3=C(C=NC=C3N3C[C@@H](OC[C@@H]3C)C(=O)N3[C@H](C4=C(C=C(C=C4CC3)C(F)(F)F)Cl)C)N2)CC2=C(C=C(C=C2)OC)OC)C=CC(=C1)OC